C(CCCCCCCCCCCCCCC)(=O)N[C@@H](CCC(=O)O)C(=O)O Nα-Palmitoyl-L-glutamic acid